6-methoxy-beta-D-glucopyranose COC([C@@H]1[C@H]([C@@H]([C@H]([C@H](O)O1)O)O)O)O